FC(OC1=CC=C(CNC(C)=O)C=C1)F N-(4-(difluoromethoxy)benzyl)acetamide